C(C(C)C)OC1=CC(=NC=N1)NCC1=C(N=NN1C)C1=CC=C(C(=N1)C)O[C@@H]1C[C@H](CCC1)C(=O)O (1S,3S)-3-((6-(5-(((6-isobutoxypyrimidin-4-yl)amino)methyl)-1-methyl-1H-1,2,3-triazol-4-yl)-2-methylpyridin-3-yl)oxy)cyclohexane-1-carboxylic acid